dl-(±)-1-iodo-beta-methyl-pentane IC[C@@H](CCC)C |r|